4-(5-Methyl-7H-pyrrolo[2,3-d]pyrimidin-4-yl)-6-(1,2,3,4-tetrahydroquinolin-7-yl)-3,4-dihydro-2H-1,4-thiazine hydrochloride Cl.CC1=CNC=2N=CN=C(C21)N2CCSC(=C2)C2=CC=C1CCCNC1=C2